N-ethyl-2-methyl-N-(1-methylethyl)-naphthalene-1-amine C(C)N(C1=C(C=CC2=CC=CC=C12)C)C(C)C